[Cl-].CO[Si](CCC[N+](CCCCCCCCCCCCCCCCCC)(C)C)(OC)OC 3-(trimethoxysilyl)propyldimethyloctadecylammonium chloride